ClC1=C(C=CC=C1C#N)[C@H]1N(CC[C@H](C1)C)C(=O)NC\C=C\S(=O)(=O)C |r| Rac-(2s,4r)-2-(2-chloro-3-cyanophenyl)-4-methyl-N-((E)-3-(methylsulfonyl)allyl)piperidine-1-carboxamide